FC1(C[C@H](NC1=O)COS(=O)(=O)C)F Methanesulfonic acid (S)-4,4-difluoro-5-oxo-pyrrolidin-2-ylmethyl ester